nonylcarboxylic acid C(CCCCCCCC)C(=O)O